CS(=O)(=O)O[C@@H](CCOCCCC=1N=C(SC1)C1=NN(C2=CC=C(C=C12)O[Si](C)(C)C(C)(C)C)C1OCCCC1)C [(1R)-3-[3-[2-[5-[tert-butyl(dimethyl)silyl]oxy-1-tetrahydropyran-2-yl-indazol-3-yl]thiazol-4-yl]propoxy]-1-methyl-propyl] methanesulfonate